N1(C=CC=2C=NC=CC21)C(=O)[O-] pyrrolo-[3,2-c]pyridine-1-carboxylate